FC(N1N=C(C=C1CCC)N)F 1-(difluoromethyl)-5-propyl-1H-pyrazol-3-amine